BrC=1C=C2C(=NC1)N(N=C2C2=CC(=CC=C2)[N+](=O)[O-])COCC[Si](C)(C)C 5-bromo-3-(3-nitrophenyl)-1-((2-(trimethylsilyl)ethoxy)methyl)-1H-pyrazolo[3,4-b]pyridine